1,1'-(Methylimino)dipropan-2-ol CN(CC(C)O)CC(C)O